C(C1=CC=C(O1)N=C=O)C1=CC=C(O1)N=C=O 5,5'-methylenedifuranyl isocyanate